tert-amylperoxy neoheptanoate C(CCC(C)(C)C)(=O)OOOC(C)(C)CC